C1(CCC1)C1=CC(=C(C=C1)C1=NC(=NC2=NC(=C(N=C12)C)C)[C@@H]1C[C@@H](OCC1)C=1C=NN(C1)C1CC1)F 4-(4-cyclobutyl-2-fluoro-phenyl)-2-[(2R,4S)-2-(1-cyclopropylpyrazol-4-yl)tetrahydropyran-4-yl]-6,7-dimethyl-pteridine